ClC=1C=CC=C2C(C=C(OC12)C1=C(OCCOCCN2C[C@H](CC2)C(=O)O)C=C(C(=C1)C)OC)=O (3S)-1-[2-[2-[2-(8-chloro-4-oxo-chromen-2-yl)-5-methoxy-4-methyl-phenoxy]ethoxy]ethyl]pyrrolidine-3-carboxylic acid